FC(C=1C=C(C=CC1)N1C[C@@H](CC1)NC(OC(C)(C)C)=O)(F)F tert-butyl (R)-(1-(3-(trifluoromethyl)phenyl)pyrrolidin-3-yl)carbamate